C[C@H](CCCC(C)C)[C@H]1CC[C@@H]2[C@@]1(CC[C@H]3[C@H]2C[C@H]([C@@]4([C@@]3(CC[C@@H](C4)O)C)O)O)C cholestane-3β,6β-triol